(3-([1,1'-biphenyl]-2-ylethynyl)-1H-indazol-5-yl)(3-aminopyrrolidin-1-yl)methanone C1(=C(C=CC=C1)C#CC1=NNC2=CC=C(C=C12)C(=O)N1CC(CC1)N)C1=CC=CC=C1